Trans-methyl 2-(naphthalen-1-yl)cyclobutane-1-carboxylate C1(=CC=CC2=CC=CC=C12)[C@H]1[C@@H](CC1)C(=O)OC